OC=1C(=NC=C(C#N)C1)C1=NN=C(C2=CC=CC=C12)N[C@H]1CN(CCC1)C (R)-5-hydroxy-6-(4-((1-methylpiperidin-3-yl)amino)phthalazin-1-yl)nicotinonitrile